Di(aziridin-1-yl)phosphinic acid 4-([1,1'-biphenyl]-3-yloxy)-5-nitro-2,3-dihydro-1H-inden-1-yl ester C1(=CC(=CC=C1)OC1=C2CCC(C2=CC=C1[N+](=O)[O-])OP(=O)(N1CC1)N1CC1)C1=CC=CC=C1